2-{6-[(5,5-dimethyl-4-azaspiro[2.5]octan-7-yl)(methyl)amino]pyridazin-3-yl}-5-(7-fluoro-2-methyl-2H-indazol-5-yl)pyridin-3-ol CC1(NC2(CC2)CC(C1)N(C1=CC=C(N=N1)C1=NC=C(C=C1O)C1=CC2=CN(N=C2C(=C1)F)C)C)C